Aziridin-1-yl(2,6-dihydroxy-5'-methyl-4-pentyl-2'-(prop-1-en-2-yl)-1',2',3',4'-tetrahydro-[1,1'-biphenyl]-3-yl)methanone N1(CC1)C(=O)C=1C(=C(C(=CC1CCCCC)O)C1C(CCC(=C1)C)C(=C)C)O